FC1(C[C@@H](CCC1)N(C1=CC=CC=C1)C(CC1(CCN(CC1)C(=O)N1CCC2=CC=CC=C12)C(=O)O)=O)F |r| Racemic-4-[2-(N-[3,3-difluorocyclohexyl]anilino)-2-oxo-ethyl]-1-(indoline-1-carbonyl)piperidine-4-carboxylic acid